C(C)(C)(C)[S@](=O)N[C@H](CC(C)C)C1=CC(=CS1)C(=N)N 5-((R)-1-(((S)-tert-butylsulfinyl)amino)-3-methylbutyl)thiophene-3-carboxamidine